ClN1CCN(CC1)C1=C(C=CC=2OCCOC21)C 5-(4-chloropiperazin-1-yl)-6-methyl-2,3-dihydro-1,4-benzodioxine